C(C)(C)(C)C1=CC=C(C=C1)C1=CC=CC(=N1)N(C1=NC=2N(C3=CC(=CC=C13)Cl)C=NN2)C N-(6-(4-(tert-butyl)phenyl)pyridin-2-yl)-8-chloro-N-methyl-[1,2,4]triazolo[4,3-a]quinazolin-5-amine